7-[[5-(4-methylpiperazin-1-yl)-2-pyridyl]amino]-4-(1-methylpyrrolo[3,2-b]pyridin-7-yl)isoindolin-1-one CN1CCN(CC1)C=1C=CC(=NC1)NC=1C=CC(=C2CNC(C12)=O)C1=C2C(=NC=C1)C=CN2C